COC(=O)C=1SC(=CC1)CN1C(N(C2=NC(=NC=C12)N)[C@@H]1O[C@@H]([C@H]([C@H]1O)F)CO)=O Methyl-5-((2-Amino-9-((2R,3S,4S,5R)-4-fluoro-3-hydroxy-5-(hydroxymethyl)tetrahydrofuran-2-yl)-8-oxo-8,9-dihydro-7H-purin-7-yl)methyl)thiophen-2-carboxylat